2-isobutyl-4-methoxy-5-(pyrazolo[1,5-a]pyridin-5-yl)-7H-pyrrolo[2,3-d]pyrimidine C(C(C)C)C=1N=C(C2=C(N1)NC=C2C2=CC=1N(C=C2)N=CC1)OC